(3-Fluoro-5-(1-(pyrimidin-5-yl)-1H-pyrazol-4-yl)benzyl)carbamic acid tert-butyl ester C(C)(C)(C)OC(NCC1=CC(=CC(=C1)C=1C=NN(C1)C=1C=NC=NC1)F)=O